(R)-(4-(7H-pyrrolo[2,3-d]pyrimidin-4-yl)-3,4-dihydro-2H-1,4-thiazin-6-yl)(3-aminopiperidin-1-yl)methanone N1=CN=C(C2=C1NC=C2)N2CCSC(=C2)C(=O)N2C[C@@H](CCC2)N